OC(C=O)CC=O 2-hydroxy-1,4-butanedialdehyde